(3S)-N-tert-butylpyrrolidin-3-amine C(C)(C)(C)N[C@@H]1CNCC1